N[C@@H]1C[C@H](CC1)NC1=CC=C(C=N1)N1C(C=CC=C1)=O 6'-(((1S,3S)-3-aminocyclopentyl)amino)-2H-[1,3'-bipyridyl]-2-one